C1(CC1)N1CCN(CC1)C=1N=C(SC1SC(C)C)N1N=C(C(=C1C(=O)O)C1=CC(=CC=C1)F)C 1-(4-(4-Cyclopropylpiperazin-1-yl)-5-(isopropylsulfanyl)thiazol-2-yl)-4-(3-fluorophenyl)-3-methyl-1H-pyrazole-5-carboxylic acid